iso-hexyl acrylate C(C=C)(=O)OCCCC(C)C